Cl.C12NC(CC2C1)C(=O)N 2-azabicyclo-[3.1.0]Hexane-3-carboxamide hydrochloride